trimethyl-(1,2,2,6,6-pentamethyl-piperidine-4-yl)ammonium hydroxide [OH-].C[N+](C1CC(N(C(C1)(C)C)C)(C)C)(C)C